C(=O)(OC(C)(C)C)N1[C@@H](CC(CC1)=O)C |r| (+/-)-1-Boc-2-methyl-4-piperidone